ClC1=C(C=2N=C(N=C(C2C(O1)=O)N1[C@@H](CC1)C)SC)C (R)-7-chloro-8-methyl-4-(2-methylazetidin-1-yl)-2-(methylthio)-5H-pyrano[4,3-d]pyrimidin-5-one